8-(tetrahydropyran-2-ylmethoxy)-2,3-dihydro-1,4-benzoxazepin-5-one O1C(CCCC1)COC1=CC2=C(C(NCCO2)=O)C=C1